C(C)(C)(C)OC(=O)N1CC(C(CC1)(F)F)C1=CC(=[N+](C=C1)[O-])C 4-(1-(tert-butoxycarbonyl)-4,4-difluoropiperidin-3-yl)-2-methylpyridin 1-oxide